C(C)OC(=O)C=1OC2=C(C1C)C=C(C=C2)S(N(CCC2=CC=CC=C2)CC2=C(C=CC=C2)N2CC(N(C(C2)C)C(=O)OC(C)(C)C)C)(=O)=O 5-(N-(2-(4-(tert-Butoxycarbonyl)-3,5-dimethylpiperazin-1-yl)benzyl)-N-phenethylsulfamoyl)-3-methylbenzofuran-2-carboxylic acid ethyl ester